3-(5-((((3s,5s,7s)-adamantan-1-yl)amino)methyl)-1-oxoisoindolin-2-yl)piperidine-2,6-dione C12(CC3CC(CC(C1)C3)C2)NCC=2C=C3CN(C(C3=CC2)=O)C2C(NC(CC2)=O)=O